6-(difluoromethyl)-3-[6-(2,5-dihydro-1H-pyrrol-3-yl)pyrimidin-4-yl]imidazo[1,2-b]pyridazin FC(C=1C=CC=2N(N1)C(=CN2)C2=NC=NC(=C2)C=2CNCC2)F